6,8-octanediol dimethacrylate C(C(=C)C)(=O)OC(CCCCC)CCOC(C(=C)C)=O